5-aminomethylfuran NCC1=CC=CO1